S=C1NC=NC=C1 4-thioxo-3,4-dihydropyrimidin